NC1=NC=2C=C(C(=CC2C2=C1COC2)C(=O)N(C)CC2=NC=C(C=C2)C#N)Cl 4-amino-7-chloro-N-((5-cyano-2-pyridinyl)methyl)-N-methyl-1,3-dihydrofuro[3,4-c]quinoline-8-carboxamide